C(C)(=O)N1CCN(CC1)C=1C=CC(=NC1)NC(=N)N 1-(5-(4-acetylpiperazin-1-yl)pyridin-2-yl)guanidine